C(CCC)C1=CC=C(C=C1)C(/C=C/C1=CC=C(O1)C=1C=CC(=C(C(=O)OC)C1)O)=O Methyl (E)-5-(5-(3-(4-butylphenyl)-3-oxoprop-1-en-1-yl)furan-2-yl)-2-hydroxybenzoate